methyl 2-bromo-4-(difluorometh-yl)benzoate BrC1=C(C(=O)OC)C=CC(=C1)C(F)F